BrC(C(=O)OC(C)(C)C)C=1C2=C(C=NC1)C(=NN2C)C tert-butyl 2-bromo-2-(1,3-dimethyl-1H-pyrazolo[4,3-c]pyridin-7-yl)acetate